2-chloro-2-oxo-1,3,2-dioxaphosphorinane ClP1(OCCCO1)=O